FC1=CC(=C(C=C1)C1=CC=C(C=N1)CCN)OC=1N(N=C(C1)C(C)C)C 2-[6-[4-fluoro-2-(2-methyl-5-propan-2-yl-pyrazol-3-yl)oxyphenyl]pyridin-3-yl]ethylamine